COC1=C(C(=CC=C1)C)N1N=C(C(=C1)C=O)C(F)(F)F 1-(2-methoxy-6-methylphenyl)-3-(trifluoromethyl)pyrazole-4-carbaldehyde